(R)-(1-oxo-1-(2-(2,2,2-trifluoroacetyl)hydrazino)but-2-yl)-carbamic acid tert-butyl ester C(C)(C)(C)OC(N[C@@H](C(NNC(C(F)(F)F)=O)=O)CC)=O